(1,3-phenylene)bisacrylamide C1(=CC(=CC=C1)C=CC(=O)N)C=CC(=O)N